2-(6-(4-(2,7-diazaspiro[3.5]nonan-7-yl)phenyl)-4-fluoro-1-oxoisoindolin-2-yl)-2-(6,7-dihydro-5H-pyrrolo[1,2-c]imidazol-1-yl)-N-(thiazol-2-yl)acetamide, trifluoroacetic acid salt FC(C(=O)O)(F)F.C1NCC12CCN(CC2)C2=CC=C(C=C2)C2=CC(=C1CN(C(C1=C2)=O)C(C(=O)NC=2SC=CN2)C2=C1N(C=N2)CCC1)F